C(C)(C)C1=NC(=CC2=C1NC1=CC=CC=C21)N 1-isopropyl-9H-pyrido[3,4-b]indol-3-amine